F[C@@H]1[C@H](C=2C(=NN(C2CC1)CCCC(F)(F)F)C(F)(F)F)O (4S,5S)-5-fluoro-1-(4,4,4-trifluorobutyl)-3-(trifluoromethyl)-4,5,6,7-tetrahydroindazol-4-ol